COC(C1=CC=C(C=C1)C1(CCOCC1)O)OC 4-[4-(dimethoxymethyl)phenyl]tetrahydro-2H-pyran-4-ol